3-((1H-pyrrolo[2,3-b]pyridine-5-carboxamido)methyl)-4-isopropylbenzoic acid N1C=CC=2C1=NC=C(C2)C(=O)NCC=2C=C(C(=O)O)C=CC2C(C)C